COC(=O)[C@@H]1CN(C(C1)=O)[C@H](C)C1=CC=C(C=C1)OC (1R,3S)-1-(1-(4-methoxyphenyl)ethyl)-5-oxopyrrolidine-3-carboxylic acid methyl ester